di-tert-butylhydroxyhydrocinnamic acid C(C)(C)(C)C(C(C(=O)O)(O)C(C)(C)C)C1=CC=CC=C1